N-((1S,2R)-2-fluorocyclopropyl)-5-((6'-methyl-2-oxo-2H-[1,2'-bipyridin]-3-yl)amino)-7-(methylamino)pyrazolo[1,5-a]pyrimidine-3-carboxamide F[C@H]1[C@H](C1)NC(=O)C=1C=NN2C1N=C(C=C2NC)NC=2C(N(C=CC2)C2=NC(=CC=C2)C)=O